(2-(3,8-diazabicyclo[3.2.1]octan-8-yl)-6,7-dihydrothiazolo[5,4-c]pyridin-5(4H)-yl)(chroman-3-yl)methanone C12CNCC(CC1)N2C=2SC=1CN(CCC1N2)C(=O)C2COC1=CC=CC=C1C2